5-chloro-3-[(4-methoxyphenyl)methoxy]-2-methylbenzonitrile ClC=1C=C(C(=C(C#N)C1)C)OCC1=CC=C(C=C1)OC